N1-(4-amino-1,3-dihydrofuro[3,4-c]pyridin-7-yl)-N2-((2,3-dihydrobenzofuran-6-yl)methyl)-N2-(1-(3-fluoropyridin-2-yl)ethyl)oxalamide NC1=NC=C(C2=C1COC2)NC(C(=O)N(C(C)C2=NC=CC=C2F)CC2=CC1=C(CCO1)C=C2)=O